C(C)(=O)NC1=C(C2=C(S1)C(C(CC2)(C2=CC=CC=C2)CCO)=O)C(=O)OCC Ethyl 2-acetamido-6-(2-hydroxyethyl)-7-oxo-6-phenyl-4,5,6,7-tetrahydrobenzo[b]thiophene-3-carboxylate